[Mo].C(C)(C)(C)C1=C(C(=CC(=C1)C)C(C)(C)C)O 2,6-di-tert-butyl-p-methylphenol molybdenum